C(#N)C=1C=2CCCC2C(=C2CCCC12)NC(C(C)(C)N1N=CC(=C1)C#CC1CN(C1)C=1C=C2C(N(C(C2=CC1)=O)C1C(NC(CC1)=O)=O)=O)=O N-(8-cyano-1,2,3,5,6,7-hexahydro-s-indacen-4-yl)-2-(4-((1-(2-(2,6-dioxopiperidin-3-yl)-1,3-dioxoisoindolin-5-yl)azetidin-3-yl)ethynyl)-1H-pyrazol-1-yl)-2-methylpropanamide